Cl.CC=1C=C(C=CC1CC1=CC2=C(N(C=N2)C)C=C1)NC1=NC=NC2=CC=C(C=C12)N1[C@H](CNCC1)C (S)-N-(3-methyl-4-((1-methyl-1H-benzo[d]imidazol-5-yl)methyl)phenyl)-6-(2-methylpiperazin-1-yl)quinazolin-4-amine hydrochloride